((2-((2-(dimethylamino)ethyl)thio)acetyl)azanediyl)bis(ethane-2,1-diyl) ditetradecanoate oxalate salt C(C(=O)O)(=O)O.C(CCCCCCCCCCCCC)(=O)OCCN(CCOC(CCCCCCCCCCCCC)=O)C(CSCCN(C)C)=O